C(C)OC1=CC(=NC2=C(C=CC=C12)F)C(=O)O 4-ethoxy-8-fluoroquinoline-2-carboxylic acid